2-(5-([1,1'-biphenyl]-3-yl)-5-((2,2-difluorocyclopropyl)methyl)-4-(4-sulfamoylbenzyl)-1H-pyrazol-1-yl)thiazole-4-carboxylic acid C1(=CC(=CC=C1)C1(C(=CNN1C=1SC=C(N1)C(=O)O)CC1=CC=C(C=C1)S(N)(=O)=O)CC1C(C1)(F)F)C1=CC=CC=C1